BrC1=C(C(=CC=C1O)C)C=1N=C(SC1C(=O)N)Cl (2-bromo-3-hydroxy-6-methyl-phenyl)-2-chloro-thiazole-5-carboxamide